The molecule is an L-aspartic acid derivative that is the amide obtained by formal condensation of the alpha-carboxy group of L-aspartic acid with the amino group of 2-naphthylamine. It has a role as a chromogenic compound. It is an amino acid amide, a N-(2-naphthyl)carboxamide and a L-aspartic acid derivative. It is a conjugate acid of a N-(alpha-L-aspartyl)-2-naphthylamine(1-). C1=CC=C2C=C(C=CC2=C1)NC(=O)[C@H](CC(=O)O)N